C1(CC1)C1=NN(C=C1N1N=CC=2C1=NC=CC2)[C@@H]2C[C@H](C2)CNC=2C=C1C(N(C(C1=CC2)=O)C2C(NC(CC2)=O)=O)=O 5-(((trans-3-(3-cyclopropyl-4-(1H-pyrazolo[3,4-b]pyridin-1-yl)-1H-pyrazol-1-yl)cyclobutyl)methyl)amino)-2-(2,6-dioxopiperidin-3-yl)isoindoline-1,3-dione